5-chloro-N-(3-{8-ethyl-2-[(1-ethylpiperidin-4-yl)amino]quinazolin-6-yl}-2-fluorophenyl)-3-hydroxy-2,3-dihydro-1-benzofuran-7-sulfonamide ClC=1C=C(C2=C(C(CO2)O)C1)S(=O)(=O)NC1=C(C(=CC=C1)C=1C=C2C=NC(=NC2=C(C1)CC)NC1CCN(CC1)CC)F